OCC1=CC=C(O1)C(=O)N1CCC2(CC(C2)N2C[C@H]3C4=CC=CC=C4NC([C@@H]3C2)=O)CC1 (2R,6S)-4-{7-[5-(hydroxymethyl)-2-furoyl]-7-aza-2-spiro[3.5]nonyl}-4,8-diazatricyclo[7.4.0.02,6]trideca-1(13),9,11-trien-7-one